C(#C)C=1C=NC=C(C1)N1C=NN=C1 3-ethynyl-5-(1,2,4-triazole-4-yl)pyridine